3-(3-(4-nitrophenyl)5-isoxazolyl)-5-(4-(isopropylsulfonyl)phenyl)pyrazine [N+](=O)([O-])C1=CC=C(C=C1)C1=NOC(=C1)C=1C=NC=C(N1)C1=CC=C(C=C1)S(=O)(=O)C(C)C